(1E)-1,3,3,3-tetrafluoroprop-1-ene F\C=C\C(F)(F)F